5-fluoro-6-chloro-3-isopropylpyrimidine-2,4(1H,3H)-dione FC=1C(N(C(NC1Cl)=O)C(C)C)=O